C(C)(C)(C)OC(NC=1C=NN(C1)C(C)(C)C)=O (1-(Tert-butyl)-1H-pyrazol-4-yl)carbamic acid tert-butyl ester